O=C1NC(CCC1N1C(=NC2=CC=CC(=C2C1=O)NCC1=CC=C(C=C1)NC(=O)C1CCCCC1)C)=O N-(4-(((3-(2,6-dioxopiperidin-3-yl)-2-methyl-4-oxo-3,4-dihydroquinazolin-5-yl)amino)methyl)phenyl)cyclohexanecarboxamide